BrC1=C(C(=CC=C1)F)S(=O)(=O)Cl 2-Bromo-6-fluorobenzene-1-sulfonyl chloride